methyl 3-(4-methyl-2-(4-methyl-2-oxopyridin-1(2H)-yl)pentanamido)-3-(6-methyl-5-o-tolylpyridin-3-yl)propanoate CC(CC(C(=O)NC(CC(=O)OC)C=1C=NC(=C(C1)C1=C(C=CC=C1)C)C)N1C(C=C(C=C1)C)=O)C